N[C@@H](C)C(=O)O (E)-L-alanine